FC1=C(C=C(C(=O)NC)C=C1)C=1N=NC(=CC1)NC1C[C@@H]2[C@@H](CN(C2)C([2H])([2H])C2CCOCC2)C1 4-fluoro-N-methyl-3-(6-(((3aR,5s,6aS)-2-((tetrahydro-2H-pyran-4-yl)methyl-d2)octahydrocyclopenta[c]pyrrol-5-yl)amino)pyridazin-3-yl)benzamide